2,5-dimethylbenzoxazole CC=1OC2=C(N1)C=C(C=C2)C